3-Chloro-α-methylbenzylamine ClC=1C=C(C(C)N)C=CC1